ClC=1C=NC=C(C1[C@@H](C)OC=1C=C2C(=NN(C2=CC1)C1OCCCC1)C=1C=CC(=NC1)C(=O)OC)Cl methyl 5-(5-((R)-1-(3,5-dichloropyridin-4-yl)ethoxy)-1-(tetrahydro-2H-pyran-2-yl)-1H-indazol-3-yl)picolinate